7-(8-Ethynyl-4-fluoronaphthalen-1-yl)-8-fluoro-2-(((2R,7aS)-2-fluorotetrahydro-1H-pyrrolizin-7a(5H)-yl)methoxy)-4-(piperazin-1-yl)pyrido[4,3-d]pyrimidine C(#C)C=1C=CC=C2C(=CC=C(C12)C1=C(C=2N=C(N=C(C2C=N1)N1CCNCC1)OC[C@]12CCCN2C[C@@H](C1)F)F)F